2-(2-(3,3-difluoropyrrolidin-1-yl)-4-phenylpyridin-3-yl)-4,5,6,7-tetrahydro-1H-benzo[d]imidazole FC1(CN(CC1)C1=NC=CC(=C1C1=NC2=C(N1)CCCC2)C2=CC=CC=C2)F